FC=1C=C(C=CC1C)C(CN1N=C(C(=C1C(=O)OCC)C(F)(F)F)C(=O)OCC)=O Diethyl 1-[2-(3-fluoro-4-methylphenyl)-2-oxoethyl]-4-(trifluoromethyl)-1H-pyrazole-3,5-dicarboxylate